OC1=C(C=C(C=C1)NC(=O)C1=CC=C(C=C1)C1=CC=CC=C1)NS(=O)(=O)N1CCOCC1 N-(4-hydroxy-3-(morpholine-4-sulfonylamino)phenyl)-[1,1'-biphenyl]-4-carboxamide